CC1=C(C(=O)C2OC2)C=C(C=C1)C 2,5-dimethylbenzoyl-oxirane